ClC1=CC2=C([C@@H](CO2)NC)C=C1 (S)-6-chloro-N-methyl-2,3-dihydrobenzofuran-3-amine